(1-Benzyl-1H-indol-3-yl)-[4-(4-hydroxyphenyl)-piperazin-1-yl]-methanone C(C1=CC=CC=C1)N1C=C(C2=CC=CC=C12)C(=O)N1CCN(CC1)C1=CC=C(C=C1)O